CN1N=C(C=C1)C(=O)OC1CN(C1)C=1N=C(C2=C(N1)CC[S+]2[O-])N(C2CCOCC2)C [1-[4-[methyl(tetra-hydropyran-4-yl)amino]-5-oxido-6,7-dihydro-thieno[3,2-d]pyrimidin-5-ium-2-yl]azetidin-3-yl] 1-methylpyrazole-3-carboxylate